N1CC(C1)C1=CC=C(N=N1)C1=C(C=C(C=C1)C=1C=C(C=2C(N1)=CN(N2)C)CC)O 2-(6-(azetidin-3-yl)pyridazin-3-yl)-5-(7-ethyl-2-methyl-2H-pyrazolo[4,3-b]pyridin-5-yl)phenol